C(OC1=C2C(C=C(OC2=C(C(=C1)O)[C@@H]1[C@@H](CN(CC1)C)O[Si](C)(C)C(C)(C)C)C1=C(C=CC=C1)Cl)=O)(OCC)=O 8-((3S,4R)-3-((tert-butyldimethylsilyl)oxy)-1-methylpiperidin-4-yl)-2-(2-chlorophenyl)-7-hydroxy-4-oxo-4H-chromen-5-yl ethyl carbonate